2-{(2E)-2-[(3-methylphenyl)methylidene]hydrazinyl}-4-(morpholin-4-yl)-6-(piperidin-4-yl)-6,7-dihydro-5H-pyrrolo[3,4-d]pyrimidine CC=1C=C(C=CC1)\C=N\NC=1N=C(C2=C(N1)CN(C2)C2CCNCC2)N2CCOCC2